BrC=1N=C(C(=NC1C)N1CCC2(C[C@H](C[C@H]2NC(OC(C)(C)C)=O)OC2CC2)CC1)CO tert-butyl ((1R,3R)-8-(5-bromo-3-(hydroxymethyl)-6-methylpyrazin-2-yl)-3-cyclopropoxy-8-azaspiro[4.5]decan-1-yl)carbamate